S1C(=CC=C1)CN(C(CCCC(=O)N(CC=1SC=CC1)CC=1SC=CC1)=O)CC=1SC=CC1 N,N,N',N'-tetrakis(2-thienylmethyl)pentanediamide